C1(=C(C(=C(C=2C3=C(C(=C(C(=C3N(C12)C=1C(=C(C(=C(C1[2H])[2H])[2H])C1=NC(=NC(=N1)C1=C(C(=C(C(=C1[2H])[2H])[2H])N1C2=C(C(=C(C(=C2C=2C(=C(C(=C(C12)[2H])[2H])[2H])[2H])[2H])[2H])[2H])[2H])[2H])C1=C(C=CC=C1N1C2=C(C(=C(C(=C2C=2C(=C(C(=C(C12)[2H])[2H])[2H])[2H])[2H])[2H])[2H])[2H])N1C2=C(C(=C(C(=C2C=2C(=C(C(=C(C12)[2H])[2H])[2H])[2H])[2H])[2H])[2H])[2H])[2H])[2H])[2H])[2H])[2H])[2H])[2H])[2H])[2H] 9,9'-(2-(4,6-bis(3-(9H-carbazol-9-yl-d8)phenyl-2,4,5,6-d4)-1,3,5-triazin-2-yl)-1,3-phenylene)bis(9H-carbazole-1,2,3,4,5,6,7,8-d8)